Formylammonium C(=O)[NH3+]